FC1=C(C=CC(=C1C(=O)C1=NNC2=NC=C(C=C21)C2=C(C=CC=C2)C)F)NS(=O)(=O)CCC N-(2,4-Difluoro-3-(5-o-tolyl-1H-pyrazolo[3,4-b]pyridin-3-carbonyl)phenyl)propan-1-sulfonamid